CNC1(C#N)CC=C(C=C1)NC 1,4-dimethylaminobenzonitrile